C(C)(=O)C1=NN(C2=CC=C(C=C12)NC(=O)N(C1CCN(CC1)C)C)CC(=O)N(C1CC1)CC(=O)NCC1=C(C(=CC=C1)Cl)F 2-(3-acetyl-5-(3-methyl-3-(1-methylpiperidin-4-yl)ureido)-1H-indazol-1-yl)-N-(2-(3-chloro-2-fluorophenylmethylamino)-2-oxoethyl)-N-cyclopropylacetamide